ClC=1C=C2C=NC(=NC2=CC1C1CCN(CC1)CCC#N)NC=1C=NN(C1Cl)C1CC1 3-(4-{6-chloro-2-[(5-chloro-1-cyclopropyl-1H-pyrazol-4-yl)amino]quinazolin-7-yl}piperidin-1-yl)propanenitrile